4-amino-7-fluoro-N-methyl-N-(7-(trifluoromethyl)-3,4-dihydro-2H-pyrano[3,2-b]pyridin-4-yl)imidazo[1,5-a]quinoxaline-8-carboxamide NC=1C=2N(C3=CC(=C(C=C3N1)F)C(=O)N(C1CCOC=3C1=NC=C(C3)C(F)(F)F)C)C=NC2